(2S,4S)-4-[3-(dimethylamino)propionyloxy]-1-(6-oxo-6-undecoxy-hexyl)pyrrolidine-2-carboxylic acid [8-(1-octylnonyloxy)-8-oxo-octyl] ester C(CCCCCCC)C(CCCCCCCC)OC(CCCCCCCOC(=O)[C@H]1N(C[C@H](C1)OC(CCN(C)C)=O)CCCCCC(OCCCCCCCCCCC)=O)=O